FC1=C(OC2=CC=C(C=C2)N2N=C3C(NCC[C@H]3N3CCN(CC3)C(C=C)=O)=C2C(=O)N)C=C(C=C1)F (7R)-2-[4-(2,5-difluorophenoxy)phenyl]-7-[4-(prop-2-enoyl)piperazin-1-yl]-4,5,6,7-tetrahydro-2H-pyrazolo[4,3-b]pyridine-3-carboxamide